FC1=C(N(C2=CC=C(C=C12)O)CC1=CC=C(C=C1)CCNCCC)C1=C(C=CC=C1)OC 3-Fluoro-2-(2-methoxyphenyl)-1-(4-(2-(propylamino)ethyl)benzyl)-1H-indol-5-ol